CCCCC/C=C/C=C/C=O The molecule is a polyunsaturated fatty aldehyde that is decanal which has undergone formal dehydrogenation to introduce trans- double bonds at the 2-3 and 4-5 positions. A product of lipid peroxidation in cell membranes and a component of cooking oil fumes. It has a role as a nematicide and an apoptosis inducer.